2-(4-(((6-(Cyclopropyl(4-(trifluoromethyl)benzyl)amino)-5-fluoropyrimidin-4-yl)amino)methyl)-4-(1,2,4-oxadiazol-3-yl)piperidin-1-yl)acetamide C1(CC1)N(C1=C(C(=NC=N1)NCC1(CCN(CC1)CC(=O)N)C1=NOC=N1)F)CC1=CC=C(C=C1)C(F)(F)F